CCOCC=C allyl beta-ethyl ether